C(C(O)CO)OCCCCCCCCC 1-nonyl glyceryl ether